BrC1=C(C=NC=C1)OC[C@@H]1N(CC1)C(=O)OC(C)(C)C |r| tert-butyl (2RS)-2-{[(4-bromopyridin-3-yl)oxy]methyl}azetidine-1-carboxylate